NCCCC(=O)OC methyl (s)-4-amino-butanoat